2-(3-bromophenoxy)-5-(2,6-dichlorophenyl)-6H-pyrimido[1,6-b]pyridazin-6-one BrC=1C=C(OC=2C=CC=3N(N2)C=NC(C3C3=C(C=CC=C3Cl)Cl)=O)C=CC1